C(C)(C)(C)OC(CC1=C(C=C(C(=O)OCCC2CCN(CC2)C2=NC=C(C=N2)Cl)C=C1)F)=O 2-[1-(5-chloropyrimidin-2-yl)-4-piperidyl]ethyl 4-(2-tert-butoxy-2-oxo-ethyl)-3-fluoro-benzoate